N1CC(C1)C1=C(C=CC(=C1)C)S(=O)(=O)OC(CF)=O 1-(2-Fluoroacetyl) azetidin-3-yl-4-methylbenzenesulfonate